2-{[(8aR)-octahydropyrrolo[1,2-a]pyrazin-2-yl]methyl}-5-chloro-7,8-dihydro-6H-spiro[[1,3]oxazolo[5,4-f]quinazoline-9,1'-cyclohexan]-7-one C1[C@@H]2N(CCN1CC=1OC3=C4C(=C(C=C3N1)Cl)NC(NC41CCCCC1)=O)CCC2